(2R,5S)-4-(7-(3-chlorophenyl)-5-iodo-7H-pyrrolo[2,3-d]pyrimidin-4-yl)-2,5-dimethylpiperazine-1-carboxylic acid tert-butyl ester C(C)(C)(C)OC(=O)N1[C@@H](CN([C@H](C1)C)C=1C2=C(N=CN1)N(C=C2I)C2=CC(=CC=C2)Cl)C